C(=O)[C@H]1NC([C@@H](NC(C(CCCCCCCC(C1)C(=O)N(C)C)CCCCCCC)=O)CC(C)C)=O (2S,5S)-5-formyl-15-heptyl-2-isobutyl-N,N-dimethyl-3,16-dioxo-1,4-diazacyclohexadecane-7-carboxamide